Cl.N1C[C@H](CC1)C(=O)OCC1=CC(=NC(=C1)Cl)Cl (2,6-Dichloropyridin-4-yl)methyl (S)-pyrrolidine-3-carboxylate hydrochloride